FC=1C=CC(=C(C1)C1=NN2C(=NC=3C=CC=CC3C2=N1)N[C@@H](C(=O)N)CC)OC(F)(F)F (2R)-2-({2-[5-fluoro-2-(trifluoromethoxy)phenyl][1,2,4]triazolo[1,5-c]quinazolin-5-yl}amino)butanamide